The molecule is a piperazine-2-carboxamide having (R)-configuration. It is a conjugate base of a (R)-piperazin-4-ium-2-carboxamide(1+). It is an enantiomer of a (S)-piperazine-2-carboxamide. C1CN[C@H](CN1)C(=O)N